FC=1C(=CC2=C(N=NS2)C1)F 5,6-difluoro-benzothiadiazole